ammonium citrate C(CC(O)(C(=O)[O-])CC(=O)[O-])(=O)[O-].[NH4+].[NH4+].[NH4+]